(R,E)-N-(2-(3,6-dichloro-5-(trifluoromethyl)pyridazin-4-yl)vinyl)-1-methylpiperidin-3-amine ClC=1N=NC(=C(C1/C=C/N[C@H]1CN(CCC1)C)C(F)(F)F)Cl